FC(N1N=CC(=C1)C1=CC=C(C=N1)COC1=CC=CC(=N1)C1=CC(=C(CC2=NC3=C(N2CCOC)C=C(C=C3)C(=O)O)C=C1F)F)F 2-(4-(6-((6-(1-(difluoromethyl)-1H-pyrazol-4-yl)pyridin-3-yl)methoxy)pyridin-2-yl)-2,5-difluorobenzyl)-1-(2-methoxyethyl)-1H-benzo[d]imidazole-6-carboxylic acid